N(C(=N)N)C1=CC=C(C[C@H](N)C(=O)O)C=C1 para-(guanidino)-L-phenylalanine